(2,3-difluoro-4-((6-methoxy-7-(2-(methylamino)ethoxy)quinolin-4-yl)oxy)phenyl)-2-fluoro-4-methoxypyridine-3-carboxamide FC1=C(C=CC(=C1F)OC1=CC=NC2=CC(=C(C=C12)OC)OCCNC)C=1C(=C(C(=NC1)F)C(=O)N)OC